S(C)(=O)(=O)O.S(C)(=O)(=O)O.CC(C)(C)C=1NC(=C(N1)C1=CC=C2C(=N1)N(C(=N2)N)CC(C)(C)C)C2=CC=C(C=C2)F 5-[2-(1,1-dimethylethyl)-5-(4-fluorophenyl)-1H-imidazol-4-yl]-3-(2,2-dimethylpropyl)-3H-imidazo[4,5-b]pyridin-2-amine bismesylate